[1-(4-iodo-5-methoxy-2-pyrimidin-2-yl-pyrazol-3-yl)ethyl]-3,5-bis(trifluoromethyl)benzamide IC1=C(N(N=C1OC)C1=NC=CC=N1)C(C)C1=C(C(=O)N)C=C(C=C1C(F)(F)F)C(F)(F)F